C(=CCCCCO)O 1,6-hexaendiol